Cl.[2H]C(C(C)C)(N)[2H] 1,1-dideuterio-2-methyl-propan-1-amine hydrochloride